4-methyl-N-(4-[2-(β-D-glucopyranosyloxy)-ethyl]-phenyl)-benzamide CC1=CC=C(C(=O)NC2=CC=C(C=C2)CCO[C@H]2[C@H](O)[C@@H](O)[C@H](O)[C@H](O2)CO)C=C1